CC(CCN(C)C)N1CCN(CC1)C 3-methyl-3-(4-methylpiperazin-1-yl)propyl-dimethylamine